C(C)OC(=O)C=1C(NC(N(C1)C1=CC=C(C=C1)F)=O)=O (4-fluorophenyl)-2,4-dioxo-1,2,3,4-tetrahydropyrimidine-5-carboxylic acid ethyl ester